7-fluoro-1-methyl-1,2,3,4-tetrahydroisoquinoline FC1=CC=C2CCNC(C2=C1)C